dipentamethylenethiuram disulfide C1CCN(CC1)C(=S)SSC(=S)N2CCCCC2